CSC=1SC2=C(N1)SC(=C2)C(=O)OCC ethyl 2-(methylthio)thieno[2,3-d]thiazole-5-carboxylate